7-(5-chloro-2-(3-(5-cyano-2-methyl-4-oxo-6-(4-(2,2,2-trifluoroethyl)piperazin-1-yl)pyrido[3,4-d]pyrimidin-3(4H)-yl)prop-1-yn-1-yl)phenyl)thieno[3,2-b]pyridine-3-carboxylic acid ClC=1C=CC(=C(C1)C1=C2C(=NC=C1)C(=CS2)C(=O)O)C#CCN2C(=NC1=C(C2=O)C(=C(N=C1)N1CCN(CC1)CC(F)(F)F)C#N)C